4-(2-naphthyl)-benzaldehyde C1=C(C=CC2=CC=CC=C12)C1=CC=C(C=O)C=C1